(5R,8aS)-1-(1-methanesulfonyl-1-methyl-ethyl)-5-methyl-3-(1H-pyrazol-4-yloxy)-5,6,8a,9-tetrahydro-8H-7,10-dioxa-2,4,4b-triazaphenanthrene CS(=O)(=O)C(C)(C)C1=NC(=NC=2N3[C@@H](COC[C@H]3COC12)C)OC=1C=NNC1